((1R,3R)-3-aminocyclobutyl)(4-(5-(trifluoromethyl)pyrimidin-2-yl)piperazin-1-yl)methanone hydrochloride Cl.NC1CC(C1)C(=O)N1CCN(CC1)C1=NC=C(C=N1)C(F)(F)F